7-Chloro-4-((2,2-difluoroethyl)amino)-1-(imidazo[1,2-a]pyridin-7-yl)quinazolin-2(1H)-one ClC1=CC=C2C(=NC(N(C2=C1)C1=CC=2N(C=C1)C=CN2)=O)NCC(F)F